thiazolidin S1CNCC1